C(C)(C)(C)OC(NCC(=O)C1OC2=C(NC1)C=C(C=C2)C(NC(C)(C)C)=O)=O N-[2-[6-(tert-butylcarbamoyl)-3,4-dihydro-1,4-benzoxazin-2-yl]-2-oxo-ethyl]carbamic acid tert-butyl ester